ClC=1C(=NC=C(C1)NC(=O)C1(CC1)C(NC1=CC=C(C=C1)F)=O)OC1=CC=NC2=CC(=C(C=C12)C(=O)OC)OC methyl 4-[3-chloro-5-[[1-[(4-fluorophenyl)carbamoyl]cyclopropanecarbonyl]amino]pyridin-2-yl]oxy-7-methoxyquinoline-6-carboxylate